N-methoxy-N-methyl-4-(trifluoromethyl)thiazole-2-carboxamide CON(C(=O)C=1SC=C(N1)C(F)(F)F)C